1,2,3,4-tetrahydro-1,8-naphthyridin N1CCCC2=CC=CN=C12